cesium guanidinium isothiocyanate [N-]=C=S.NC(=[NH2+])N.[Cs]